C(C)(C)(C)OC(N[C@H](C(N1CC(CCC1)C1=NOCC(O1)CN1CCCCC1)=O)C)=O Rac-N-[(1S)-1-methyl-2-oxo-2-[3-[5-(1-piperidinylmethyl)-5,6-dihydro-1,4,2-dioxazin-3-yl]-1-piperidinyl]ethyl]carbamic acid tert-butyl ester